ClC1=C(C=C(COC2=CC=C(C=C2)NC(=O)C2=COC3=C2C=C(C(=C3)C3=NN=NN3)F)C=C1)F N-(4-((4-Chloro-3-Fluorobenzyl)Oxy)Phenyl)-5-Fluoro-6-(1H-Tetrazol-5-Yl)Benzofuran-3-Carboxamide